O=C1C=CNC2=NC=C(N=C21)N2C(CCC2)=O 8-oxo-2-(2-oxopyrrolidin-1-yl)-5H,8H-pyrido[2,3-b]pyrazin